FC=1C(=CC=2C3=C(C=NC2C1)N(C(C31CN(C1)[C@@H](C)C1=CC=CC=C1)=O)C)C=1C=C(C(=NC1)OCCNC(C)C)NS(=O)(=O)C (S)-N-(5-(7'-Fluoro-3'-methyl-2'-oxo-1-(1-phenylethyl)-2',3'-dihydrospiro[azetidine-3,1'-pyrrolo[2,3-c]quinolin]-8'-yl)-2-(2-(isopropylamino)ethoxy)pyridin-3-yl)methanesulfonamide